(S and R)-5-(hydroxymethyl)-3-{2-[(6-methoxy-2-methyl-1,2,3,4-tetrahydroisoquinolin-7-yl)amino]quinazolin-7-yl}-5-methyl-1,3-oxazolidin-2-one OC[C@@]1(CN(C(O1)=O)C1=CC=C2C=NC(=NC2=C1)NC1=C(C=C2CCN(CC2=C1)C)OC)C |r|